4-(2-propenyl)aniline C(C=C)C1=CC=C(N)C=C1